2,3-dihydrobenzo[b]thiophene-6-sulfonamide 1,1-dioxide S1(C2=C(CC1)C=CC(=C2)S(=O)(=O)N)(=O)=O